8-cyclopentyl-2-(methylsulfinyl)pyrido[2,3-d]pyrimidine C1(CCCC1)N1CC=CC2=C1N=C(N=C2)S(=O)C